C[Si](CCOCN1C=NC(=C1)CN)(C)C (1-((2-(trimethylsilyl)ethoxy)methyl)-1H-imidazol-4-yl)methylamine